(2-(4-fluoro-3-(pyridin-4-yl)phenylamino)-5-methylpyrimidin-4-ylamino)benzo[d]oxazol-2(3H)-one FC1=C(C=C(C=C1)NC1=NC=C(C(=N1)NN1C(OC2=C1C=CC=C2)=O)C)C2=CC=NC=C2